C(CCCCCCCCCCC)N(CCC(C(C(=O)N)CCN(CCCCCCCCCCCC)CCCCCCCCCCCC)C(=O)N)CCCCCCCCCCCC bis(2-(didodecylamino)ethyl)succinamide